N1=CC=CC2=C3C(=CC=CC3=CC=C12)O azaphenanthrene-5-ol